C(C)C(C=O)CCCC 2-ETHYLHEXANAL